4-chloro-2-{4,4-dimethyl-9-oxo-1,10-diazatricyclo[6.4.0.02,6]dodeca-2(6),7-dien-10-yl}pyridine-3-carbaldehyde ClC1=C(C(=NC=C1)N1C(C2=CC=3CC(CC3N2CC1)(C)C)=O)C=O